NC1=C(C(=NC(=N1)N1C[C@@H]2C([C@@H]2C1)CN)C(=O)N)C1=C(C(=CC=C1)Cl)Cl 6-amino-2-[(1r,5s,6r)-6-(aminomethyl)-3-azabicyclo-[3.1.0]hexane-3-yl]-5-(2,3-dichlorophenyl)pyrimidine-4-carboxamide